NC(C(C(CC1=CC=CC=C1)NC(=O)C1=C(N=C(O1)C)C1=CC=CC=2OCOC21)=O)=O N-(4-amino-3,4-dioxo-1-phenylbutan-2-yl)-4-(benzo[d][1,3]dioxol-4-yl)-2-methyloxazole-5-carboxamide